(R,E)-2-(11,11-difluoro-3-hydroxy-3,7-dimethylundeca-6,10-dien-1-yl)-3,5,6-trimethylcyclohexa-2,5-diene-1,4-dione FC(=CCC/C(=C/CC[C@@](CCC=1C(C(=C(C(C1C)=O)C)C)=O)(C)O)/C)F